4-bromo-2-({[(2S)-4-(tert-butoxycarbonyl)piperazin-2-yl]methyl}amino)-3-chlorobenzoic acid BrC1=C(C(=C(C(=O)O)C=C1)NC[C@@H]1NCCN(C1)C(=O)OC(C)(C)C)Cl